6-bromoimidazo[1,2-a]pyridine-3-carboxylic acid BrC=1C=CC=2N(C1)C(=CN2)C(=O)O